tert-butyl (2R,5S)-5-(4-chlorobenzyl)-2-(((methylsulfonyl)oxy)methyl)morpholine-4-carboxylate ClC1=CC=C(C[C@H]2CO[C@H](CN2C(=O)OC(C)(C)C)COS(=O)(=O)C)C=C1